[6-[(4-mesylpyrazol-1-yl)methyl]-2-azaspiro[3.3]heptan-2-yl]-[6-[3-(trifluoromethyl)-1,2,4-triazol-1-yl]-2-azaspiro[3.3]heptan-2-yl]methanone S(=O)(=O)(C)C=1C=NN(C1)CC1CC2(CN(C2)C(=O)N2CC3(C2)CC(C3)N3N=C(N=C3)C(F)(F)F)C1